5-(4-((2H-tetrazol-5-yl)methoxy)-2,3,6-trimethylbenzyl)-3-isopropyl-1H-pyrrolo[3,2-b]pyridine N=1NN=NC1COC1=C(C(=C(CC2=CC=C3C(=N2)C(=CN3)C(C)C)C(=C1)C)C)C